5,7-dichloroindole-3-acetic acid ClC=1C=C2C(=CNC2=C(C1)Cl)CC(=O)O